stearyl bromide C(CCCCCCCCCCCCCCCCC)Br